2-(phenylethynyl)naphthalene C1(=CC=CC=C1)C#CC1=CC2=CC=CC=C2C=C1